[Br-].C(CCCCC)N1C=[N+](C=C1)CC 1-n-hexyl-3-ethylimidazolium bromide salt